(S)-4-(5-(6-methylpyrimidin-4-yl)-1H-pyrazole-3-carbonyl)-N-(1-oxaspiro[3.5]non-7-yl)-4-azaspiro[2.5]octane-7-carboxamide CC1=CC(=NC=N1)C1=CC(=NN1)C(=O)N1C2(CC2)C[C@H](CC1)C(=O)NC1CCC2(CCO2)CC1